BrC=1C=CC2=CC(=C3C(=CC=C4C=C(C1C2=C43)I)Br)I 3,8-dibromo-4,9-diiodopyrene